3-methyl-4-(5-methyl-1-(tetrahydro-2H-pyran-2-yl)-1H-indazol-4-yl)quinoline 1-oxide CC=1C=[N+](C2=CC=CC=C2C1C1=C2C=NN(C2=CC=C1C)C1OCCCC1)[O-]